2,5-Difluoro-N-(1-isopropyl-1H-pyrazolo[3,4-b]pyridin-5-yl)-N-methylbenzene-sulfonamide FC1=C(C=C(C=C1)F)S(=O)(=O)N(C)C=1C=C2C(=NC1)N(N=C2)C(C)C